(E)-1-methyl-4-(2-(phenylsulfonyl)ethenyl)-1,4-dihydro-5H-tetrazol-5-one CN1N=NN(C1=O)\C=C\S(=O)(=O)C1=CC=CC=C1